ClC=1C=CC=C2C(C=C(OC12)C1=C(OCCN2CCC2)C=CC=C1)=O 1-[2-[2-(8-Chloro-4-oxochromen-2-yl)phenoxy]ethyl]azetidin